N1=CC(=CC=C1)NC(=S)NC1CCN(CC1)C1=NC=CC(=C1)C(F)(F)F 1-(Pyridin-3-yl)-3-(1-(4-(trifluoromethyl)pyridin-2-yl)piperidin-4-yl)thiourea